ruthenium (II) bistetrabutylammonium C(CCC)[N+](CCCC)(CCCC)CCCC.C(CCC)[N+](CCCC)(CCCC)CCCC.[Ru+2]